OCCCCCC=O 6-hydroxyhexanal